C1(CC1)C=1C2=C(N=C(N1)N1CC(C1)[C@@H]1CN(CCC1)CCO)N(N=N2)[C@H](C)C2=C(C=C(C=C2)Cl)Cl 2-((R)-3-(1-(7-cyclopropyl-3-((R)-1-(2,4-dichlorophenyl)ethyl)-3H-[1,2,3]triazolo[4,5-d]pyrimidin-5-yl)azetidin-3-yl)piperidin-1-yl)ethan-1-ol